CC1CCC(NN1)C(=O)OC methyl 6-methylhexahydropyridazine-3-carboxylate